C(C)(C)(C)OC(CCOCCOCCOCCOCC)=O 3,6,9,12-tetraoxapentadecane-15-oic acid tert-butyl ester